C(CC)C1=CC=NC=C1C#N 4-propylnicotinonitrile